Cl.C(C1=CN=CC=C1)#N nicotinnitrile hydrochloride